BrC(CO)=C(CO)I 2-bromo-3-iodo-2-butene-1,4-diol